BrC=1C=C(C=NC1)CNS(=O)(=O)CC ethanesulfonic acid (5-bromo-pyridin-3-ylmethyl)-amide